C1(=CC=CC=C1)C=1N=NN(N1)CC1=CC=CC=N1 6-((5-phenyl-2H-tetrazol-2-yl)methyl)pyridin